Methyl (R)-4-((1-(5-cyano-4-methylpyridin-2-yl)-1H-pyrazol-4-yl)methyl)-2-(4-methyl-1-oxo-1,3-dihydroisobenzofuran-5-yl)piperazine-1-carboxylate C(#N)C=1C(=CC(=NC1)N1N=CC(=C1)CN1C[C@H](N(CC1)C(=O)OC)C=1C(=C2COC(C2=CC1)=O)C)C